5-(2,4-dimethyl-1,2,3,4-tetrahydroisoquinolin-7-yl)-N-ethyl-3-((1-(2-ethyl-2-azaspiro[3.3]hept-6-yl)-1H-pyrazol-4-yl)oxy)pyrazin-2-amine CN1CC2=CC(=CC=C2C(C1)C)C=1N=C(C(=NC1)NCC)OC=1C=NN(C1)C1CC2(CN(C2)CC)C1